tert-butyl 3-(7-(7,8-difluoronaphthalen-1-yl)-8-fluoro-2-((hexahydro-1H-pyrrolizin-7a-yl)methoxy)pyrido[4,3-d]pyrimidin-4-yl)-3,8-diazabicyclo[3.2.1]octane-8-carboxylate FC1=CC=C2C=CC=C(C2=C1F)C1=C(C=2N=C(N=C(C2C=N1)N1CC2CCC(C1)N2C(=O)OC(C)(C)C)OCC21CCCN1CCC2)F